ethyl 1-cyclopropyl-6,7-difluoro-1,4-dihydro-8-methoxy-4-oxo-3-quinolinecarboxylate C1(CC1)N1C=C(C(C2=CC(=C(C(=C12)OC)F)F)=O)C(=O)OCC